FC(OC1=CC=C(C=C1)B1OC(C(O1)(C)C)(C)C)F 2-(4-(difluoromethoxy)phenyl)-4,4,5,5-tetramethyl-1,3,2-dioxaborolane